N-{(1S)-1-cyano-2-[(3S)-2-oxopyrrolidin-3-yl]ethyl}-4-methyl-N2-{[5-(trifluoromethyl)-1,2-oxazol-4-yl]carbonyl}-L-leucinamide C(#N)[C@H](C[C@H]1C(NCC1)=O)NC([C@@H](NC(=O)C=1C=NOC1C(F)(F)F)CC(C)(C)C)=O